Cl.C1(CC1)CNC 1-cyclopropyl-N-methylmethanamine hydrochloride